FC(C(=O)O)(F)F.C1(CCC1)C=1C=C(C=CC1)C1CC(C1)NC 3-(3-Cyclobutylphenyl)-N-methylcyclobutan-1-amine, trifluoroacetic acid salt